3-chloro-5,6,7,8-tetrahydroimidazo[1,2-a]pyridine-2-carboxylic acid ClC1=C(N=C2N1CCCC2)C(=O)O